CSC(C#CC(C)(N(CCOCC1=CC=NC=C1)C)C)=O 4-methyl-4-[methyl-[2-(4-pyridylmethoxy)ethyl]amino]pent-2-ynethioic acid S-methyl ester